FC=1C=CC=C2C(=NNC(C12)=O)C1=CC=C(C=C1)C(F)(F)F 8-fluoro-4-(4-(trifluoromethyl)phenyl)phthalazin-1(2H)-one